di(hydroxymethyl)butoxydimethylsilane OCC([SiH](C)OCCCC)CO